C(C)N(C1=CC=C(C=C1)C(NC1=NC=CC=C1)C1=CC=C2C=CC(=NC2=C1OCC1=CC(=CC=C1)OC)C)CC N-((4-Diethylaminophenyl)(8-(3-methoxybenzyloxy)-2-methylquinolin-7-yl)methyl)pyridin-2-amine